2-{5-chloro-2-[4-(2-morpholin-4-ylethoxy)phenylamino]-pyrimidin-4-ylamino}-thiophene-3-carboxylic acid hydroxyamide ONC(=O)C1=C(SC=C1)NC1=NC(=NC=C1Cl)NC1=CC=C(C=C1)OCCN1CCOCC1